C(C)OC=1C=C(C(=O)NC)C=C(C1)OC1=NC=CC=C1C1=CC(=NC=C1)C(F)(F)F 3-ethoxy-N-methyl-5-((2'-(trifluoromethyl)-[3,4'-bipyridin]-2-yl)oxy)benzamide